ClC1=CC=C(CNC(NC2CC3(CC(C3)C(=O)N3CCN(CC3)C(=O)OC)C2)=O)C=C1 methyl 4-(6-(3-(4-chlorobenzyl)ureido)spiro[3.3]heptane-2-carbonyl)piperazine-1-carboxylate